6-((2S,5S)-4-(Bis(4-fluorophenyl)methyl)-5-(hydroxymethyl)-2-methylpiperazin-1-yl)-8-methyl-9-(((S)-tetrahydrofuran-2-yl)methyl)-3,9-dihydro-2H-purin-2-one FC1=CC=C(C=C1)C(N1C[C@@H](N(C[C@H]1CO)C=1C=2N=C(N(C2NC(N1)=O)C[C@H]1OCCC1)C)C)C1=CC=C(C=C1)F